(2,4-di-t-butylphenyl-4,4'-biphenyl) bisphosphite P(O)(O)O.P(O)(O)O.C(C)(C)(C)C1=C(C=CC(=C1)C(C)(C)C)C1=CC=C(C=C1)C1=CC=CC=C1